1-ethyl-3-[6-(2-fluorophenoxy)pyrimidin-4-yl]-1-[(2R)-3,3,3-trifluoro-2-hydroxy-propyl]urea C(C)N(C(=O)NC1=NC=NC(=C1)OC1=C(C=CC=C1)F)C[C@H](C(F)(F)F)O